O=C1OCC=C1C=O 2,5-DIHYDRO-2-OXO-3-FURANCARBOXALDEHYDE